(4-(2-(4-(2-(Dimethylamino)ethyl)piperazin-1-yl)pyridin-3-yl)-4H-benzo[b]pyrrolo[1,2-d][1,4]oxazin-7-yl)methanol CN(CCN1CCN(CC1)C1=NC=CC=C1C1C=2N(C3=C(O1)C=C(C=C3)CO)C=CC2)C